7,9-di-tert-butyl-1-oxaspiro(4.5)-6,9-decadien-2,8-dione C(C)(C)(C)C1=CC2(CCC(O2)=O)C=C(C1=O)C(C)(C)C